C(=O)(O)[C@H](CC(=O)N1CC2=NC=C(C=C2C1)OC)C 6-((S)-3-carboxybutanoyl)-3-methoxy-6,7-dihydro-5H-pyrrolo[3,4-b]pyridin